6-mercapto-3,5-dimethylquinazolin-4(3H)-one SC=1C(=C2C(N(C=NC2=CC1)C)=O)C